CC1=NC(=C(C=C1C(=O)OC)C(=O)OC)C dimethyl 2,6-dimethyl-3,5-pyridinedicarboxylate